N1(CCCC2=CC=CC=C12)CCO 2-(1,2,3,4-tetrahydroquinolin-1-yl)ethan-1-ol